2-(5,6,7,8-tetrahydro-9H-pyrido[2,3-b]indol-9-yl)isoindole-1,3-dione N1=CC=CC2=C1N(C=1CCCCC21)N2C(C1=CC=CC=C1C2=O)=O